N12C(CC(C1)C2)C(=O)[O-] azabicyclo[2.1.1]hexane-2-carboxylate